tert-butyl ((1R,4R)-4-(13-amino-2,5,8,11-tetraoxatridecyl)cyclohexyl)carbamate NCCOCCOCCOCCOCC1CCC(CC1)NC(OC(C)(C)C)=O